ClC=1C=CC=C2C=C(NC12)B1OC(C(O1)(C)C)(C)C 7-chloro-2-(4,4,5,5-tetramethyl-1,3,2-dioxaborolan-2-yl)-1H-indole